C(C)(C)(C)[Si](OCCC\C=C\B1OC(C(O1)(C)C)(C)C)(C1=CC=CC=C1)C1=CC=CC=C1 tert-butyl-diphenyl-[(E)-5-(4,4,5,5-tetramethyl-1,3,2-dioxaborolan-2-yl)pent-4-enoxy]silane